S(=O)(=O)(O)O.CC(N(C=O)C)C dimethyl-N,N-dimethylformamide sulfate